hydroxy-6-(N-(2-((1-methylpiperidin-4-yl)oxy)pyridin-3-yl)aminosulfonyl)benzofuran-2-carboxamide OC1=C(OC2=C1C=CC(=C2)S(=O)(=O)NC=2C(=NC=CC2)OC2CCN(CC2)C)C(=O)N